N-butyl-2-ethyl-6-methylthieno[2,3-d]pyrimidin-4-amine C(CCC)NC=1C2=C(N=C(N1)CC)SC(=C2)C